FC=1C=C(C2=C(C=C(O2)CNC(=O)C=2C=NN3C2N=CC=C3)C1)CC(=O)OC Methyl 2-(5-fluoro-2-((pyrazolo[1,5-a]pyrimidine-3-carboxamido)methyl)benzofuran-7-yl)acetate